3-(3-(((4-((3-chloro-4-fluorophenyl)amino)-7-(((S)-tetrahydrofuran-3-yl)oxy)quinazolin-6-yl)amino)methyl)phenyl)piperidine-2,6-dione ClC=1C=C(C=CC1F)NC1=NC=NC2=CC(=C(C=C12)NCC=1C=C(C=CC1)C1C(NC(CC1)=O)=O)O[C@@H]1COCC1